C(C)N1CCC(CC1)N1CCN(CC1)C1CCN(CC1)C1=C(C=NC2=CC=C(C=C12)S(=O)C)S(=O)(=O)C1=C(C=C(C=C1)OCCCCCCCCCCCCCC)F 4-(4-(4-(1-ethylpiperidin-4-yl)piperazin-1-yl)piperidin-1-yl)-3-((2-fluoro-4-(tetradecyloxy)phenyl)sulfonyl)-6-(methylsulfinyl)quinoline